5-Chloro-3-isopropyl-N-((1-methyl-1H-benzo[d]imidazol-2-yl)methyl)pyrazolo[1,5-a]pyrimidin-7-amine ClC1=NC=2N(C(=C1)NCC1=NC3=C(N1C)C=CC=C3)N=CC2C(C)C